COC1=NC=CC(=C1)C=1C=CC2=C(CCO2)C1NC(=O)N=[S@@](=O)(N)C=1C=NN2C1O[C@H](C2)C (S,2S)-N'-((5-(2-methoxypyridin-4-yl)-2,3-dihydrobenzofuran-4-yl)carbamoyl)-2-methyl-2,3-dihydropyrazolo[5,1-b]oxazole-7-sulfonimidamide